NCCC(CC)NCCCC(CN)C N5-(3-Amino-1-ethyl-propyl)-2-methyl-1,5-pentanediamine